CC=1NCCCN1 2-methyl-1,4,5,6-tetrahydropyrimidine